2-((5-chloro-2-((4-((4-methylpiperazin-1-yl)methyl)phenyl)amino)pyrimidin-4-yl)amino)-N,N-dimethylbenzenesulfonamide mono-tartaric acid salt C(C(O)C(O)C(=O)O)(=O)O.ClC=1C(=NC(=NC1)NC1=CC=C(C=C1)CN1CCN(CC1)C)NC1=C(C=CC=C1)S(=O)(=O)N(C)C